N-(N-benzoyl-L-p-fluorophenylalanyl)-L-phenylalaninol acetate C(C)(=O)OC[C@@H](NC([C@@H](NC(C1=CC=CC=C1)=O)CC1=CC=C(C=C1)F)=O)CC1=CC=CC=C1